[O-][2H].[O-][2H].[O-][2H].[O-][2H].[Al+3].[Li+] Lithium aluminum tetradeuteroxide